C(C)OC(NC1=C(C=C(C=C1)NCC=1SC(=CC1)Cl)N)=O {2-Amino-4-[(5-chloro-thiophen-2-ylmethyl)-amino]-phenyl}-carbamic acid ethyl ester